1-(4-nitrophenyl)-4-(trifluoromethyl)piperidine [N+](=O)([O-])C1=CC=C(C=C1)N1CCC(CC1)C(F)(F)F